C1(CC1)C1=C(C(=NO1)C1=C(C=CC=C1Cl)Cl)C1=CC2(C1)CCN(CC2)C=2OC1=C(N2)C=C(C=C1)C(=O)O 2-(2-(5-cyclopropyl-3-(2,6-dichlorophenyl)isoxazol-4-yl)-7-azaspiro[3.5]non-1-en-7-yl)benzo[d]oxazole-5-carboxylic acid